[N+](=O)([O-])C=1C=CC2=C(OC[C@H]3N2CCN(C3)C(=O)OC(C)(C)C)C1 tert-butyl (S)-8-nitro-1,2,4a,5-tetrahydrobenzo[b]pyrazino[1,2-d][1,4]oxazine-3(4H)-carboxylate